COCC=1C=C2C=C(NC2=C(C1)NC1CCN(CC1)S(=O)(=O)C)C1=CC=CC=C1 5-(methoxymethyl)-N-(1-methylsulfonyl-4-piperidyl)-2-phenyl-1H-indol-7-amine